OC1=CC=C(C(=O)O)C=C1 4-hydroxy-Benzoic Acid